tert-Butyl N-[5-[4-(dimethylcarbamoyl)phenyl]thiazol-2-yl]carbamate CN(C(=O)C1=CC=C(C=C1)C1=CN=C(S1)NC(OC(C)(C)C)=O)C